Cl.C1(CC(CCC1)N)N cyclohexane-1,3-diamine hydrochloride